5-[4-[[(4,6-dimethoxy-2-pyridyl)amino]methyl]-2-fluoro-6-hydroxy-phenyl]-1,1-dioxo-1,2,5-thiadiazolidin-3-one COC1=CC(=NC(=C1)OC)NCC1=CC(=C(C(=C1)O)N1CC(NS1(=O)=O)=O)F